2-Methyl-1-[(2-methylpropanoyl)oxy]propyl (3R)-3-{[5-(2-chloro-5-cyanophenyl)-1H-indazol-3-yl]carbamoyl}-piperidine-1-carboxylate ClC1=C(C=C(C=C1)C#N)C=1C=C2C(=NNC2=CC1)NC(=O)[C@H]1CN(CCC1)C(=O)OC(C(C)C)OC(C(C)C)=O